ClC1=CC=C(C=C1)[C@@]1(N(C(C2=CC(=CC(=C12)F)C(C)(C=1C=NN(C1)C)O)=O)CC1=NC=C(C=C1)C)OCC1(CC1)O (3R)-3-(4-chlorophenyl)-4-fluoro-6-[1-hydroxy-1-(1-methyl-1H-pyrazol-4-yl)ethyl]-3-[(1-hydroxycyclopropyl)methoxy]-2-[(5-methylpyridin-2-yl)methyl]-2,3-dihydro-1H-isoindol-1-one